(3R,5R,8R,9R,10S,13S,14S,17S)-17-(3-ethynyloxetan-3-yl)-3,13-dimethyl-2,4,5,6,7,8,9,10,11,12,14,15,16,17-tetradecahydro-1H-cyclopenta[a]phenanthren-3-ol C(#C)C1(COC1)[C@H]1CC[C@H]2[C@@H]3CC[C@@H]4C[C@@](CC[C@@H]4[C@H]3CC[C@]12C)(O)C